1-(7-(1-(4-chlorobenzyl)piperidin-3-yl)-2-methylpyrazolo[1,5-a]pyrimidin-3-yl)-N-((tetrahydrofuran-3-yl)methyl)methanamine ClC1=CC=C(CN2CC(CCC2)C2=CC=NC=3N2N=C(C3CNCC3COCC3)C)C=C1